ICOC(=O)N1C=CC2=CC=C(C(=C12)OC)F 6-fluoro-7-methoxy-1H-indole-1-carboxylic acid iodomethyl ester